N'-(((S)-3-(methoxymethyl)-1,2,3,5,6,7-hexahydro-s-indacen-4-yl)carbamoyl)-2-methyl-2,3-dihydropyrazolo[5,1-b]oxazole-7-sulfonimidamide COC[C@H]1CCC2=CC=3CCCC3C(=C12)NC(=O)N=S(=O)(N)C=1C=NN2C1OC(C2)C